4-(2-methoxypropan-2-yl)aniline COC(C)(C)C1=CC=C(N)C=C1